C(C)C=1C(NC=2C=C(C=NC2C1)CN1CCN(CC1)C=1C(=CC(=NC1)C(=O)NC)F)=O 5-(4-((7-Ethyl-6-oxo-5,6-dihydro-1,5-naphthyridin-3-yl)methyl)piperazin-1-yl)-4-fluoro-N-methylpicolinamide